C(C)N(CCCN)CC 3-(Diethylamino)propylamine